1-(2,5-dimethylpyridin-4-yl)-1H-benzo[d]imidazol-2(3H)-one CC1=NC=C(C(=C1)N1C(NC2=C1C=CC=C2)=O)C